N1=CC(=C2N1C=CN=C2)C(=O)N2CC1(C2)CC(C1)NC(OC(C)(C)C)=O tert-butyl (2-(pyrazolo[1,5-a]pyrazine-3-carbonyl)-2-azaspiro[3.3]heptan-6-yl)carbamate